CC=1C=C(\C=N\NC2=C3N=CN(C3=NC(=N2)N2CCOCC2)CC(=O)C2=NC=CC(=C2)C(F)(F)F)C=CC1 (E)-2-(6-(2-(3-methylbenzylidene)hydrazinyl)-2-morpholino-9H-purin-9-yl)-1-(4-(trifluoromethyl)pyridin-2-yl)ethan-1-one